C(C)(C)(C)[S@@](=O)N[C@H](C)C=1C=C(C=CC1)C(C(=O)OC(C)C)(C)C |&1:7| isopropyl 2-(3-((R/S)-1-(((R)-tert-butylsulfinyl)amino)ethyl)phenyl)-2-methylpropanoate